(R)-(2-chloro-4-fluoro-6-methylphenyl)(3-(4-(2-(3-(fluoromethyl)pyrrolidin-1-yl)ethoxy)phenoxy)-6-hydroxybenzo[b]thiophen-2-yl)methanone ClC1=C(C(=CC(=C1)F)C)C(=O)C1=C(C2=C(S1)C=C(C=C2)O)OC2=CC=C(C=C2)OCCN2C[C@@H](CC2)CF